C(CCCS)CCS hexanedithiol